FC(CN1N=CC(=C1)C1=NC(=NC=C1C(F)(F)F)N[C@H]1C[C@H](CCC1)N1C=CC=2C1=NC=C(C2)C#N)F 1-((1S,3R)-3-((4-(1-(2,2-difluoroethyl)-1H-pyrazol-4-yl)-5-(trifluoromethyl)pyrimidin-2-yl)amino)cyclohexyl)-1H-pyrrolo[2,3-b]pyridine-5-carbonitrile